C1(CC1)N1C(=NC=2C1=NC(=CC2C)C2=CC=C(C=C2)CN2CCC(CC2)N2CCCC2)C2=CC=C(C=C2)S(=O)(=O)C 3-cyclopropyl-7-methyl-2-(4-(methylsulfonyl)phenyl)-5-(4-((4-(pyrrolidin-1-yl)piperidin-1-yl)methyl)phenyl)-3H-imidazo[4,5-b]pyridine